imidazolyl-naphthalene N1C(=NC=C1)C1=CC=CC2=CC=CC=C12